FC1=C(C(=O)O)C=CC(=N1)Br 2-fluoro-6-bromonicotinic acid